(4-((S)-2-(2-fluorophenyl)propyl)-6-(((R)-1-hydroxy-4-methylpent-2-yl)amino)-1,3,5-triazin-2-yl)methanesulfonamide FC1=C(C=CC=C1)[C@H](CC1=NC(=NC(=N1)N[C@@H](CO)CC(C)C)CS(=O)(=O)N)C